CC(CC(C(NC(C=O)CC1C(NCC1)=O)=O)NC(OC(C1(CCC1)C1=CC(=CC=C1)Cl)C1=CC=C(C=C1)Cl)=O)C (4-chlorophenyl)(1-(3-chlorophenyl)cyclobutyl)methyl (4-methyl-1-oxo-1-((1-oxo-3-(2-oxopyrrolidin-3-yl)propan-2-yl)amino)pentan-2-yl)carbamate